O1C=CC2=C1C=C(C=C2)C=2C=C1CCN(CC1=CC2)C(=O)NC2=CNC1=CC(=C(C=C21)F)F 6-(benzofuran-6-yl)-N-(5,6-difluoro-1H-indol-3-yl)-3,4-dihydroisoquinoline-2(1H)-carboxamide